N1=CN=CC=2CC=3C(=CC12)N=CC3 pyrrolo[3,2-g]quinazolin